C(C1=CC=CC=C1)N1C2=NC=NC(=C2N=C1C1=C(C=C(C=C1)OCCN1CCN(CC1)C)OC)OC1(CC1)C 9-benzyl-8-(2-methoxy-4-(2-(4-methylpiperazin-1-yl)ethoxy)phenyl)-6-(1-methylcyclopropoxy)-9H-purine